C1OCC12CC(C2)N2N=CC(=C2)NC=2N=C(C1=C(N2)SC=C1C)NC1=CC=CC(=N1)C(C)(C)O 2-(6-((2-((1-(2-oxaspiro[3.3]heptan-6-yl)-1H-pyrazol-4-yl)amino)-5-methylthieno[2,3-d]pyrimidin-4-yl)amino)pyridin-2-yl)propan-2-ol